Imidazole cerium (IV) [Ce+4].N1C=NC=C1